(1S,3S,5S)-2-((4-benzoylbenzoyl)glycyl)-N-((R)-1-(4-carbamimidoylthiophen-2-yl)ethyl)-5-methyl-2-azabicyclo[3.1.0]hexane-3-carboxamide C(C1=CC=CC=C1)(=O)C1=CC=C(C(=O)NCC(=O)N2[C@H]3C[C@]3(C[C@H]2C(=O)N[C@H](C)C=2SC=C(C2)C(N)=N)C)C=C1